C(C)OC(CS(=O)(=O)CC(CCCC(N1N=C(C=C1)C1=C(C=CC(=C1)OC=1C(=C2C=CNC2=CC1F)C=C)F)C=1C=C(C=CC1)CCC(=O)OCC)(C)C)=O Ethyl 3-(3-(6-((2-ethoxy-2-oxoethyl)sulfonyl)-1-(3-(2-fluoro-5-((6-fluoro-4-vinyl-1H-indol-5-yl)oxy)phenyl)-1H-pyrazol-1-yl)-5,5-dimethylhexyl)phenyl)propanoate